OC(C(=O)NC(C1=CC=C(C=C1)OC)C1=CC(=C2C=CC=NC2=C1O)[N+](=O)[O-])(C)C 2-hydroxy-N-[(8-hydroxy-5-nitroquinolin-7-yl)(4-methoxyphenyl)methyl]-2-methylpropanamide